2-((2-bromothiophen-3-yl)methylene)-5,6-difluoro-1H-indene-1,3(2H)-dione BrC=1SC=CC1C=C1C(C2=CC(=C(C=C2C1=O)F)F)=O